3-(4-((4-((4-ETHYL-3-OXOPIPERAZIN-1-YL)METHYL)BENZYL)OXY)-1-OXOISOINDOLIN-2-YL)PIPERIDINE-2,6-DIONE C(C)N1C(CN(CC1)CC1=CC=C(COC2=C3CN(C(C3=CC=C2)=O)C2C(NC(CC2)=O)=O)C=C1)=O